6-(cyclopropylamino)-1-methyl-5-nitrosopyrimidine-2,4(1H,3H)-dione C1(CC1)NC1=C(C(NC(N1C)=O)=O)N=O